NC1=NN(C2=NC(=C(C=C21)Cl)C2CC2)C(=O)C2=C(C=CC=C2)C (3-amino-5-chloro-6-cyclopropyl-1H-pyrazolo[3,4-b]pyridin-1-yl)(o-tolyl)methanone